(S)-2-((7-(3-((4-trifluoromethyl-2-methoxybenzyl)oxy)-4-fluorophenyl)-5-fluoro-2,3-dihydrobenzofuran-4-yl)methyl)-4-methoxy-1-(oxetan-2-ylmethyl)-1H-benzo[d]imidazole-6-carboxylic acid FC(C1=CC(=C(COC=2C=C(C=CC2F)C2=CC(=C(C=3CCOC32)CC3=NC2=C(N3C[C@H]3OCC3)C=C(C=C2OC)C(=O)O)F)C=C1)OC)(F)F